CN(C)CC1=C(C=CC(=N1)NC(=O)C1CC1)N1CCOC2(CC2)C1 N-(6-((dimethylamino)methyl)-5-(4-oxa-7-azaspiro[2.5]oct-7-yl)pyridin-2-yl)cyclopropanecarboxamide